(6-(4-fluoro-1H-pyrazol-1-yl)pyridin-3-yl)(7-(4-methyl-6-((5-methyl-1H-pyrazol-3-yl)amino)pyrimidin-2-yl)-4,7-diazaspiro[2.5]octane-4-yl)methanone FC=1C=NN(C1)C1=CC=C(C=N1)C(=O)N1C2(CC2)CN(CC1)C1=NC(=CC(=N1)C)NC1=NNC(=C1)C